O1CCC(CC1)CNC(CCCCCCCC(=O)OC(CCCCCCCC)CCCCCCCC)CCCCCCCC(=O)OC(CC)CCCCCCCC 1-(heptadecan-9-yl) 17-(undecan-3-yl) 9-(((tetrahydro-2H-pyran-4-yl)methyl)amino)heptadecanedioate